8-[(3R)-3-tert-Butoxycarbonyl-aminopiperidin-1-yl]-7-(but-2-yn-1-yl)-3-methyl-1-[(4-methyl-quinazolin-2-yl)methyl]-3,7-dihydro-1H-purine-2,6-dione C(C)(C)(C)OC(=O)[C@H]1C(N(CCC1)C1=NC=2N(C(N(C(C2N1CC#CC)=O)CC1=NC2=CC=CC=C2C(=N1)C)=O)C)N